2,6-dimethyl-9-(2-carboxycyclohexyl)carbonyloxyanthracene CC1=CC2=C(C3=CC=C(C=C3C=C2C=C1)C)OC(=O)C1C(CCCC1)C(=O)O